tert-butyl N-[(9R,13S)-3-methyl-8-oxo-9-(propan-2-yl)-3,4,7,15-tetraazatricyclo[12.3.1.02,6]octadeca-1(18),2(6),4,14,16-pentaen-13-yl]carbamate CN1C=2C=3C=CN=C([C@H](CCC[C@@H](C(NC2C=N1)=O)C(C)C)NC(OC(C)(C)C)=O)C3